Pentafluorophenyl sulfone FC1=C(C(=C(C(=C1S(=O)(=O)C1=C(C(=C(C(=C1F)F)F)F)F)F)F)F)F